FC1(C(C1)CC(C(=O)OC(C)(C)C)N=C(C1=CC=CC=C1)C1=CC=CC=C1)F tert-butyl 3-(2,2-difluorocyclopropyl)-2-[(diphenylmethylidene)amino]propanoate